(4-fluoro-2-(2-fluoroethyl)-6-methylphenyl)(3-(4-((1-(3-fluoropropyl)azetidin-3-yl)oxy)phenoxy)-6-hydroxybenzo[b]thiophen-2-yl)methanone FC1=CC(=C(C(=C1)C)C(=O)C1=C(C2=C(S1)C=C(C=C2)O)OC2=CC=C(C=C2)OC2CN(C2)CCCF)CCF